C(C)(C)N1CCN(CC1)C1=C(C=CC=C1)[N+](=O)[O-] 1-isopropyl-4-(2-nitrophenyl)piperazine